4-(methoxyphenyl)quinoline COC1=C(C=CC=C1)C1=CC=NC2=CC=CC=C12